(S)-2-amino-N-(4-(3,5-dimethylpyridin-4-yl)phenyl)-2-((S)-1,2,3,4-tetrahydronaphthalen-2-yl)acetamide N[C@H](C(=O)NC1=CC=C(C=C1)C1=C(C=NC=C1C)C)[C@@H]1CC2=CC=CC=C2CC1